ClC1=CC(=C(C=C1)C1=NN(C(C2=CC(=C(C=C12)C)C)=O)C1=CC(=NC=C1)C1COC1)F 4-(4-chloro-2-fluoro-phenyl)-6,7-dimethyl-2-[2-(oxetan-3-yl)-4-pyridyl]phthalazin-1-one